4-fluoro-2-((4-fluoro-2-methylphenyl)-amino)-N-(6-methoxy-2-methylpyridin-3-yl)-5-(trifluoromethyl)-benzamide FC1=CC(=C(C(=O)NC=2C(=NC(=CC2)OC)C)C=C1C(F)(F)F)NC1=C(C=C(C=C1)F)C